S(=O)(=O)(OC1C([C@@H](O[C@@H]([C@@H]1O)CO)OC[C@@H]([C@@H](\C=C\CCCCCCCCCCCCC)O)NC(C(CCCCCCCCCCCC\C=C/CCCCCCCC)O)=O)O)O [(2R,5S,6R)-3,5-dihydroxy-2-[(E,2S,3R)-3-hydroxy-2-[[(Z)-2-hydroxytetracos-15-enoyl]amino]octadec-4-enoxy]-6-(hydroxymethyl)oxan-4-yl] hydrogen sulfate